NC=1N=C(C2=C(N1)C=CN(C2=O)CC2=CC=C(C(=O)NCCC1NCCC1)C=C2)NCCCC 4-((2-amino-4-(butylamino)-5-oxopyrido[4,3-d]pyrimidin-6(5H)-yl)methyl)-N-(2-(pyrrolidin-2-yl)ethyl)benzamide